C(#N)C1=C(C=C(OC2C(C(C2(C)C)NC(=O)C2=CC=C(C=C2)N2CCC3(CN(CCO3)C3CC(C3)OC3=CC(=C(C(=O)OC)C=C3)OC)CC2)(C)C)C=C1C)C Methyl 4-[3-[9-[4-[[3-(4-cyano-3,5-dimethyl-phenoxy)-2,2,4,4-tetramethyl-cyclobutyl]carbamoyl]phenyl]-1-oxa-4,9-diazaspiro[5.5]undecan-4-yl]cyclobutoxy]-2-methoxy-benzoate